trans-vanadium uranium [U].[V]